C1=C(C(=O)NC(=O)N1[C@H]2[C@@H]([C@@H]([C@H](O2)COP(=O)(O)O)O)O)F The molecule is a pyrimidine ribonucleoside 5'-monophosphate having 5-fluorouracil as the pyrimidine component. It has a role as a drug metabolite. It is a pyrimidine ribonucleoside 5'-monophosphate and an organofluorine compound. It derives from a uridine 5'-monophosphate.